CN(CCOC1=CC2=C(OC[C@@H](C(N2C)=O)NC(OC(C)(C)C)=O)C=C1)C tert-butyl (S)-(7-(2-(dimethylamino)ethoxy)-5-methyl-4-oxo-2,3,4,5-tetrahydrobenzo[b][1,4]oxazepin-3-yl)carbamate